C[Si]1(CCN(CC1)C1=C(C=C(C(=N1)C)NC1CC2(C1)CC(C2)N)F)C N2-(6-(4,4-dimethyl-1,4-azasilinan-1-yl)-5-fluoro-2-methylpyridin-3-yl)spiro[3.3]heptane-2,6-diamine